1,5,9-trimethyl-ethyl-1,5,9-triazacyclododecane CC(C)N1CCCN(CCCN(CCC1)C)C